tert-butyl (R)-4-(6,7-dichloro-3-cyano-1-(2-isopropyl-4-methylpyridin-3-yl)-2-oxo-1,2-dihydro-1,8-naphthyridin-4-yl)-2-methylpiperazine-1-carboxylate ClC=1C=C2C(=C(C(N(C2=NC1Cl)C=1C(=NC=CC1C)C(C)C)=O)C#N)N1C[C@H](N(CC1)C(=O)OC(C)(C)C)C